C(C)OCC1(CCN(CC1)C1=C(C=CC=C1)[N+](=O)[O-])C 4-(ethoxymethyl)-4-methyl-1-(2-nitrophenyl)piperidine